4-[4-(2,4-Dioxohexahydropyrimidin-1-yl)phenyl]butanal O=C1N(CCC(N1)=O)C1=CC=C(C=C1)CCCC=O